C1(C=CC=C1)[Ti](C1=C(C(=CC=C1F)N(CCCC)C(C1=CC=C(C=C1)Cl)=O)F)(C1=C(C(=CC=C1F)N(CCCC)C(C1=CC=C(C=C1)Cl)=O)F)C1C=CC=C1 bis(cyclopentadienyl)bis[2,6-difluoro-3-(N-butyl-(4-chlorobenzoyl)amino)phenyl]titanium